CC(C[C@H]1[C@@H](C[C@H]2N(CCC3=CC(=C(C=C23)OC)OCC2(CCCC2)C(F)(F)F)C1)O)(C)C (2R,3R,11bR)-3-(2,2-dimethylpropyl)-10-methoxy-9-{[1-(trifluoromethyl)cyclopentyl]methoxy}-1H,2H,3H,4H,6H,7H,11bH-pyrido[2,1-a]isoquinolin-2-ol